C(C)OC(=O)C1(CN(C=2C=NC=3N(C21)N=C(C3)Cl)C(NC=3C=NC(=C(C3)Cl)N3N=CC=N3)=O)C 2-chloro-6-((5-chloro-6-(2H-1,2,3-triazol-2-yl)pyridin-3-yl)carbamoyl)-8-methyl-7,8-dihydro-6H-pyrazolo[1,5-a]pyrrolo[2,3-e]pyrimidine-8-carboxylic acid ethyl ester